COC(=O)C=1C=C(C=CC1)SC=1C=NC=C(C(=O)OCCCC)C1 butyl 5-((3-(methoxycarbonyl)phenyl)thio)nicotinate